3-(6-(allyloxy)-2,3-dichlorophenyl)-5-methoxy-3,4-dihydro-2H-pyrrole C(C=C)OC1=CC=C(C(=C1C1CN=C(C1)OC)Cl)Cl